CC1(CNC1)NC=1OC(=NN1)C1=CC=C(C=C1)OC(F)(F)F N-(3-methylazetidin-3-yl)-5-(4-(trifluoromethoxy)phenyl)-1,3,4-oxadiazol-2-amine